NC1=C2C(=NC=N1)N(N=C2C2=NOC(=C2C2=CC=C(C=N2)CNC(CCCCCCCC(=O)N2CCC(CC2)C2=CC=C(C=C2)NC2C(NC(CC2)=O)=O)=O)C2CC2)C(C)C N-[[6-[3-(4-amino-1-isopropyl-pyrazolo[3,4-d]pyrimidin-3-yl)-5-cyclopropyl-isoxazol-4-yl]-3-pyridyl]methyl]-9-[4-[4-[(2,6-dioxo-3-piperidyl)amino]phenyl]-1-piperidyl]-9-oxo-nonanamide